(2S,5S)-benzyl 2-((2S,5R)-1-((S)-2-((S)-2-(tert-butoxycarbonyl(methyl)amino)propanamido)-2-cyclohexylacetyl)-5-(5-methylfuran-2-yl)pyrrolidine-2-carboxamido)-3-methylpentanoate C(C)(C)(C)OC(=O)N([C@H](C(=O)N[C@H](C(=O)N1[C@@H](CC[C@@H]1C=1OC(=CC1)C)C(=O)N[C@H](C(=O)OCC1=CC=CC=C1)C(CC)C)C1CCCCC1)C)C